OC[C@H]1N(C[C@H](C1)OC1=CC=C(C=C1)OC(F)(F)F)C(=O)OCC1=CC=CC=C1 benzyl (2S,4S)-2-(hydroxymethyl)-4-(4-(trifluoromethoxy)phenoxy)pyrrolidine-1-carboxylate